((5-amino-1,3,4-thiadiazol-2-yl)thio)ethan-1-ol NC1=NN=C(S1)SC(C)O